5,7,8,3',4',5'-Hexahydroxy-flavone OC1=C2C(C=C(OC2=C(C(=C1)O)O)C1=CC(=C(C(=C1)O)O)O)=O